BrC1=CC(=CC2=C1SC=C2)N 7-bromobenzo[b]thiophen-5-amine